(S)-6-amino-2-(1-amino-6-(piperidine-1-carbonyl)-1,3-dihydrospiro[indene-2,4'-piperidin]-1'-yl)-3-methyl-5-(quinolin-8-ylthio)pyrimidin-4(3H)-one NC1=C(C(N(C(=N1)N1CCC2(CC1)[C@@H](C1=CC(=CC=C1C2)C(=O)N2CCCCC2)N)C)=O)SC=2C=CC=C1C=CC=NC21